COCC1(CC1)C1=CC=C(S1)C(=O)OC methyl 5-[1-(methoxymethyl)cyclopropyl]thiophene-2-carboxylate